pyrenyl-amine C1(=CC=C2C=CC3=CC=CC4=CC=C1C2=C34)N